C1(=CC(=CC=C1)CN(C1CC2C(CN(C2)C(=O)N2N=C(C=C2)C(=O)O)C1)C)C1=CC=CC=C1 1-(trans-5-(([1,1'-biphenyl]-3-ylmethyl)(methyl)amino)octahydro-cyclopenta[c]pyrrole-2-carbonyl)-1H-pyrazole-3-carboxylic acid